oxygen propyl-triethoxysilane C(CC)[Si](OCC)(OCC)OCC.[O]